FC(C1(CC1)C=1C=C(C(=O)N)C(=CN1)NCC1=CC=C(C=C1)OC)F 2-(1-(difluoromethyl)cyclopropyl)-5-((4-methoxybenzyl)amino)-isonicotinamide